O.ClC1=C(C=CC=C1Cl)N1CCN(CC1)CCCCOC1=CC=C2CCC(NC2=C1)=O 7-[4-[4-(2,3-dichlorophenyl)-1-piperazinyl]butoxy]-3,4-dihydrocarbostyril monohydrate